6-(2-nitro-5-propargyloxybenzyl)guanosine [N+](=O)([O-])C1=C(CC2(C=3N=CN([C@H]4[C@H](O)[C@H](O)[C@@H](CO)O4)C3N=C(N2)N)O)C=C(C=C1)OCC#C